N-ethyl-4-amino-3,3-dimethylbutyldimethoxymethylsilan C(C)NCC(CC[SiH2]C(OC)OC)(C)C